FC=1N=C2C(=C(C(NC2=CC1)=O)CC(=O)O)C (6-Fluoro-4-methyl-2-oxo-1H-1,5-naphthyridin-3-yl)acetic acid